N-cyclopropyl-3-(difluoromethyl)-N-(2-ethyl-5-methylbenzyl)-5-fluoro-1H-pyrazole-4-carboxamide C1(CC1)N(C(=O)C=1C(=NNC1F)C(F)F)CC1=C(C=CC(=C1)C)CC